C(#C)C1=C2C=CC=CC2=CC2=CC=CC=C12 10-ethynylanthracene